Rac-(2R)-2-[[4-[[6-[1-fluoroethyl]-3-isopropyl-imidazo[1,2-a]pyridin-8-yl]amino]-1-piperidinyl]methyl]morpholine-4-carboxylic acid tert-butyl ester C(C)(C)(C)OC(=O)N1C[C@H](OCC1)CN1CCC(CC1)NC=1C=2N(C=C(C1)C(C)F)C(=CN2)C(C)C |r|